C(=O)(O)C=1C(NC(N([C@H]2[C@H](O)[C@H](O)[C@@H](CO)O2)C1)=O)=O 5-carboxyuridine